O.[Rh+]=O rhodium(III) oxide hydrate